1-(1-propoxyethyl)-3-isobutylbenzene C(CC)OC(C)C1=CC(=CC=C1)CC(C)C